2-trifluoromethyl-5-((4-oxo-3,4-dihydro-phthalazin-1-yl)methyl)benzoic acid FC(C1=C(C(=O)O)C=C(C=C1)CC1=NNC(C2=CC=CC=C12)=O)(F)F